(1S,2S)-2-(1H-benzo[d]imidazol-2-yl)-N-((R)-1-oxo-1-((3-(trifluoromethyl)phenyl)amino)propan-2-yl)cyclopropane-1-carboxamide N1C(=NC2=C1C=CC=C2)[C@@H]2[C@H](C2)C(=O)N[C@@H](C(NC2=CC(=CC=C2)C(F)(F)F)=O)C